C(C)C(CCCC)C=1NC2=C(N1)C=CC=C2 2-(1-ethylpentyl)benzoimidazole